C(C1=CC=CC=C1)C1=C(C(=O)NCC)C=CC(=C1)C(=O)NCC benzyl-N,N'-diethyl-terephthalamide